C=C1OCOC1 4-methylen-1,3-dioxolan